N(=[N+]=[N-])CC1=C(C(=C(C(=C1I)CN=[N+]=[N-])I)CN=[N+]=[N-])I 1,3,5-tris(azidomethyl)-2,4,6-triiodobenzene